NCCOCCOCCN1C(C=CC1=O)=O 1-{2-[2-(2-aminoethoxy)ethoxy]ethyl}-2,5-dihydro-1H-pyrrole-2,5-dione